C(CCCCCCCCCCCCC)[SiH2]O[SiH2]O[SiH2]O[Si](O[SiH2]O[SiH2]O[SiH3])(O)O tetradecyl-dihydroxyheptasiloxane